C(CCCCCCCCCCC)N(CCN(CC(=O)N1C2CN(C(C1)C2)C(CN(CCCCCCCCC)CCCCCCCCC)=O)CCCCCCCCCCCC)CCCCCCCCCCCC 2-((2-(Didodecylamino)ethyl)(dodecyl)amino)-1-(5-(dinonylglycyl)-2,5-diazabicyclo[2.2.1]heptan-2-yl)ethan-1-one